[OH-].C(CCCCCCCCCCCCC)[N+](CCCS(=O)(=O)O)(C)C tetradecyldimethyl(3-sulfopropyl)ammonium hydroxide